bromo-N-cyclopropylpicolinamide BrC=1C(=NC=CC1)C(=O)NC1CC1